FC1=C(C=CC(=C1)C1CCNCC1)N1C(N=CC=C1)=O 1-[2-fluoro-4-(piperidin-4-yl)phenyl]-1,3-diazinon